6-chloro-4-methyl-2,3,4,9-tetrahydro-1H-carbazole-1-carboxamide ClC=1C=C2C=3C(CCC(C3NC2=CC1)C(=O)N)C